(N-(bicyclo[1.1.1]pent-1-yl)sulfamoyl)-3-chloro-N-(3-cyano-4-fluorophenyl)-1-methyl-1H-pyrrole-2-carboxamide C12(CC(C1)C2)NS(=O)(=O)C=2C(=C(N(C2)C)C(=O)NC2=CC(=C(C=C2)F)C#N)Cl